FC1=C(C=CC(=C1)F)[C@@H]1N(OCC1)C1=CC(=NC=N1)NC=1C(=CC(=C(C1)NC(C=C)=O)N1[C@H]2CN([C@@H](C1)C2)CC)OC N-(5-((6-((R)-3-(2,4-difluorophenyl)isoxazolidine-2-yl)pyrimidine-4-yl)amino)-2-((1R,4R)-5-ethyl-2,5-diazabicyclo[2.2.1]heptane-2-yl)-4-methoxyphenyl)acrylamide